C(C)(C)(C)C1=CC(=CC(=C1O)C(C)(C)C)C 2,6-di-t-butyl-4-cresol